FC=1C=C2C(=C(\C(\C2=C(C1)F)=C/C1=CC(=CC=C1)OC1=CC=CC=C1)C)CC(=O)O 2-[(1E)-5,7-Difluoro-1-(3-(phenoxy)benzylidene)-2-methyl-1H-inden-3-yl]-acetic acid